C1C=NC=C2N1C=1C(C(N=C3N=CC=CC13)=O)=NC2=O pyrazino[4',3':4,5]pyrazino[2,3-c][1,8]naphthyridin-5,7-dione